N-(5-(cyclopropylethynyl)-1,3,4-thiadiazol-2-yl)-2-(2-(difluoromethyl)-5-methoxypyridin-4-yl)-4-(4-methyl-2-oxopiperazin-1-yl)benzamide C1(CC1)C#CC1=NN=C(S1)NC(C1=C(C=C(C=C1)N1C(CN(CC1)C)=O)C1=CC(=NC=C1OC)C(F)F)=O